N-(2'-fluorophenyl)-1H-indole FC1=C(C=CC=C1)N1C=CC2=CC=CC=C12